C1(=CC=CC=C1)CC(=O)OC(C)Cl 1-chloroethyl 2-phenylacetate